(2-(2-Fluoro-5-((6-fluoro-4-(methylsulfonyl)-1H-indol-5-yl)oxy)phenyl)-1H-imidazol-5-yl)(phenyl)methanol FC1=C(C=C(C=C1)OC=1C(=C2C=CNC2=CC1F)S(=O)(=O)C)C=1NC(=CN1)C(O)C1=CC=CC=C1